ClC=1C(=NC=C(C(=O)N(C)[C@H]2C=3C4=C(C(NC3CNC2)=O)C=C(C(=C4)F)F)C1)C(F)(F)F (S)-5-chloro-N-(8,9-difluoro-6-oxo-1,2,3,4,5,6-hexahydrobenzo[c][1,7]naphthyridin-1-yl)-N-methyl-6-(trifluoromethyl)nicotinamide